tert-butyl (1R,5S)-3-(7-(5-amino-2-chloro-3-cyanophenyl)-8-fluoro-2-(2,2,2-trifluoroethoxy)pyridino[4,3-d]pyrimidin-4-yl)-3,8-diazabicyclo[3.2.1]octan-8-formate NC=1C=C(C(=C(C1)C1=C(C=2N=C(N=C(C2C=N1)N1C[C@H]2CC[C@@H](C1)N2C(=O)OC(C)(C)C)OCC(F)(F)F)F)Cl)C#N